C1(=CC=CC=C1)[C@@H](CC=1C=C2C(=NC=NC2=CC1)N1CC2(C1)CCN(CC2)CC2CCC(CC2)NS(=O)(=O)CC)C |r| N-((1R,4R)-4-((2-(6-((RS)-2-phenylpropyl)quinazolin-4-yl)-2,7-diazaspiro[3.5]nonan-7-yl)methyl)cyclohexyl)ethanesulfonamide